C(C=C)N1S(C2(CCCC2)C2=C1C=CC=C2Cl)(=O)=O 1-allyl-4-chloro-1H-spiro[2,1-benzothiazole-3,1'-cyclopentane] 2,2-dioxide